C(C)(C)(C)N[C@@H]1CN(CC1)C=1N=NC(=CN1)C1=C2C=NNC2=C(C=C1)N1N=CC=C1 (3S)-N-tert-butyl-1-[6-(7-pyrazol-1-yl-1H-indazol-4-yl)-1,2,4-triazin-3-yl]pyrrolidin-3-amine